C(C)(C)(C)OC(=O)N1[C@@H]2CC[C@H](C[C@H]12)OCC1=CC=CC=C1 (1S,3R,6R)-3-(benzyloxy)-7-azabicyclo[4.1.0]heptane-7-carboxylic acid tert-butyl ester